(R)-1-(4-benzylpiperazin-1-yl)-3-((tert-butyldimethylsilyl)oxy)propan-2-ol C(C1=CC=CC=C1)N1CCN(CC1)C[C@H](CO[Si](C)(C)C(C)(C)C)O